(3R,5R)-5-(3-(1-methyl-3-(2,2,2-trifluoroethoxy)-1H-pyrazole-5-carboxamido)-1H-pyrazol-5-yl)tetrahydrofuran-3-yl (1-methylcyclopropyl)carbamate CC1(CC1)NC(O[C@H]1CO[C@H](C1)C1=CC(=NN1)NC(=O)C1=CC(=NN1C)OCC(F)(F)F)=O